CN([C@@H](CC1=CC(=C(C(=O)N)C=C1)F)CNC(C[C@@H](CC(C)C)C=1C=NC=CC1)=O)C 4-((S)-2-(dimethylamino)-3-((R)-5-methyl-3-(pyridin-3-yl)hexanamido)propyl)-2-fluorobenzamide